N1(C=NC=C1)CC1=CC(=C2CN(CC2=C1)C(=O)OC(C)(C)C)N[C@@H]1COCC1 tert-butyl (S)-6-((1H-imidazol-1-yl)methyl)-4-((tetrahydrofuran-3-yl)amino)isoindoline-2-carboxylate